butyl 5-((5-chloropyridin-3-yl)(hydroxy)methyl)thiazol-2-ylcarbamate ClC=1C=C(C=NC1)C(C1=CN=C(S1)NC(OCCCC)=O)O